{3-methoxy-4-[5-methoxy-3-(trifluoromethyl)pyrazol-1-yl]phenyl-methyl}pteridin-7-one COC=1C=C(C=CC1N1N=C(C=C1OC)C(F)(F)F)CC1=NC2=NC(CN=C2C=N1)=O